COCCO[AlH]OCCOC.[Na] sodium bis(2-methoxy-ethoxy)-aluminum hydride